(1R,2S,3R,5R)-3-{4-amino-2-chloropyrrolo[2,3-d]pyrimidin-7-yl}-5-[3-(azetidin-1-ylmethyl)phenyl]cyclopentane-1,2-diol NC=1C2=C(N=C(N1)Cl)N(C=C2)[C@H]2[C@@H]([C@@H]([C@H](C2)C2=CC(=CC=C2)CN2CCC2)O)O